Ethyl 3,4-di(pyridin-3-yl)-1H-pyrrole-2-carboxylate N1=CC(=CC=C1)C1=C(NC=C1C=1C=NC=CC1)C(=O)OCC